C(CC)S(=O)(=O)[O-].C1(=CC=CC=C1)SSC1=CC=CC=C1.[Na+] sodium phenyldisulfide propanesulfonate